N-[3-(1H-benzimidazol-2-yl)-1h-pyrazol-4-yl]benzamide N1C(=NC2=C1C=CC=C2)C2=NNC=C2NC(C2=CC=CC=C2)=O